FC1CN(C1)CC1=CC=2N(C=C1)C(=CN2)C2=C1CNC(C1=C(C=C2)NC2=NC=C(C=C2)N2CCC(CC2)O)=O 4-(7-((3-fluoroazetidin-1-yl)methyl)imidazo[1,2-a]pyridin-3-yl)-7-((5-(4-hydroxypiperidin-1-yl)pyridin-2-yl)amino)isoindolin-1-one